ClC=1C(=C(C=C(C1)C1=C(C=CC=C1C)C)[C@H](CC(=O)O)NC([C@H](CC(C)C)N1N=C(C=C(C1=O)C)CCN1CC(C1)F)=O)F (S)-3-(5-chloro-4-fluoro-2',6'-dimethyl-[1,1'-biphenyl]-3-yl)-3-((S)-2-(3-(2-(3-fluoroazetidin-1-yl)ethyl)-5-methyl-6-oxopyridazin-1(6H)-yl)-4-methylpentanamido)propionic acid